C(C)(=O)N1CC2=C(CC1)N(C(=N2)C(=O)NC2=C(C(=CC=C2)C2=C(C(=NC=C2)Cl)Cl)Cl)C 5-acetyl-N-(2-chloro-3-(2,3-dichloropyridin-4-yl)phenyl)-1-methyl-4,5,6,7-tetrahydro-1H-imidazo[4,5-c]pyridine-2-carboxamide